C(CCCCCCCCCCCCC)NCCN(CCCCCCCCCCCCCC)CCCCCCCCCCCCCC N1,N2,N2-tri(tetradecyl)ethane-1,2-diamine